2-methyl-2-(isopropylphenyl)propanal CC(C=O)(C)C1=C(C=CC=C1)C(C)C